(S)-N-(5-(2,4-difluorophenoxy)pyrazin-2-yl)-2-((3S,4R)-3-methyl-4-(6-oxo-1,6-dihydropyridin-3-yl)piperidin-1-yl)propanamide FC1=C(OC=2N=CC(=NC2)NC([C@H](C)N2C[C@H]([C@@H](CC2)C2=CNC(C=C2)=O)C)=O)C=CC(=C1)F